OC1=C(C(=O)C2=CC=CC=C2)C=CC(=C1)OC 2-HYDROXY-4-METHOXYBENZOPHENONE